C[C@H]1CCC2=C(C=CC=N2)C(=O)OC[C@]3([C@@H]4[C@H]([C@H]([C@@]5([C@H]([C@H]([C@@H]([C@]([C@]5([C@@H]4OC(=O)C)O3)(C)O)OC1=O)OC(=O)C6=COC=C6)OC(=O)C)COC(=O)C)OC(=O)C)OC(=O)C)C The molecule is a dihydroagarofuran sesquiterpenoid and pyridine alkaloid with formula C41H47NO19 originally isolated from the roots of Tripterygium wilfordii. It has a role as a plant metabolite. It is an acetate ester, a dihydroagarofuran sesquiterpenoid, a member of furans, a macrocyclic lactone, an organic heteropentacyclic compound and a pyridine alkaloid.